(R)-N-(3-(1-((2-Amino-5-(1,3-dimethyl-1H-pyrazol-4-yl)pyridin-3-yl)oxy)ethyl)phenyl)-4-(methylthio)benzamid NC1=NC=C(C=C1O[C@H](C)C=1C=C(C=CC1)NC(C1=CC=C(C=C1)SC)=O)C=1C(=NN(C1)C)C